CC1=NC=C(C=2C1=NON2)C 4,7-dimethyl-[1,2,5]oxadiazolo[3,4-c]pyridine